ClC1=NC2=CC=CC=C2C2=C1SC1=C2C=CC=C1 6-chlorobenzo[4,5]thieno[2,3-c]quinoline